CC=1N(C2=CC=C(C=C2C1C)C(NCC1=CC=C(C=C1)SC)=O)CC1=CC=C(C=C1)C=1C(=CC=CC1)C(=O)OC(C)(C)C tert-Butyl 4'-((2,3-dimethyl-5-(4-(methylthio)benzylcarbamoyl)-1H-indol-1-yl)methyl)biphenyl-2-carboxylate